(±)-Trans-3-butyl-3-ethyl-2,3,4,5-tetrahydro-4,7,8-trimethoxy-5-phenyl-1,4-benzothiazepine 1,1-dioxide C(CCC)[C@]1(CS(C2=C([C@@H](N1OC)C1=CC=CC=C1)C=C(C(=C2)OC)OC)(=O)=O)CC |r|